COC1=CC=C(CN(C=2C=3N(N=C(C2)NC=2C(N(C=CC2)C2=NC=C(C=C2)C(=O)OC)=O)C(=CN3)C(=O)O)C)C=C1 8-((4-Methoxybenzyl)(methyl)amino)-6-((5'-(methoxycarbonyl)-2-oxo-2H-[1,2'-bipyridin]-3-yl)amino)imidazo[1,2-b]pyridazine-3-carboxylic acid